1-benzyl-1,4-dihydro-5H-tetrazol-5-one C(C1=CC=CC=C1)N1N=NNC1=O